[C@@H]1([C@H](O)[C@@H](O)[C@H](O)[C@H](O1)C(=O)O)O[C@@H]([C@H](C=O)O)[C@@H](O)[C@@H](O)C 3-O-β-D-Glucopyranuronosyl-L-rhamnose